N7-(4-(2-(2-Aminopyridin-3-yl)-3H-imidazo[4,5-b]pyridin-3-yl)benzyl)-5-fluorobenzo[d]thiazole-2,7-dicarboxamide NC1=NC=CC=C1C1=NC=2C(=NC=CC2)N1C1=CC=C(CNC(=O)C2=CC(=CC=3N=C(SC32)C(=O)N)F)C=C1